rac-6-((1R,2R,4S)-2-amino-2-methyl-7-aza-bicyclo[2.2.1]heptan-7-yl)-3-(3,4-dichloro-2-methyl-2H-indazol-5-yl)-5-methyl-1,5-dihydro-4H-pyrazolo[3,4-d]pyrimidin-4-one N[C@]1([C@H]2CC[C@@H](C1)N2C=2N(C(C1=C(N2)NN=C1C1=C(C2=C(N(N=C2C=C1)C)Cl)Cl)=O)C)C |r|